C(C1=CC=CC=C1)N1C(N(C2=NC=NC(=C12)NCC1=CC=CC=C1)C(F)F)=S 7-benzyl-6-(benzylamino)-9-(difluoromethyl)-7,9-dihydro-8H-purine-8-thione